N=1C=2C(C=CC1)=COC2 furo[3,4-b]pyridine